ClC1=C(C(=O)N2N=C(C(=C2SCC=2SC(=CC2)Cl)C#N)C2C(N(CCC2)C(=O)N(C)C)C(F)(F)F)C=CC=C1 3-[1-(2-chlorobenzoyl)-5-{[(5-chlorothiophen-2-yl)methyl]sulfanyl}-4-cyano-1H-pyrazol-3-yl]-N,N-dimethyl-2-(trifluoromethyl)piperidine-1-carboxamide